CC=1C=C(C=NC1C=1C=NC=CC1)C1=NC=C(C=C1\C=C\C1=CC=CC=C1)C=1C=NC(=CC1)F (E)-5'-methyl-5-(6-fluoropyridin-3-yl)-3-styryl-2,3':6',3''-terpyridine